6-Bromo-3-chloro-1-methyl-1H-pyrazolo[4,3-c]pyridine BrC1=CC2=C(C=N1)C(=NN2C)Cl